N-(3-(dimethylamino)benzyl)-N-(3-methoxybenzyl)-5-(morpholinomethyl)pyridin-2-amine CN(C=1C=C(CN(C2=NC=C(C=C2)CN2CCOCC2)CC2=CC(=CC=C2)OC)C=CC1)C